C(C)OC(C=1C(O)=CC=C(O)C1)=O gentisic acid ethyl ester